5-(aminomethyl)-1-(3-(cyclopropylsulfonyl)propyl)-1H-benzo[d]imidazole NCC1=CC2=C(N(C=N2)CCCS(=O)(=O)C2CC2)C=C1